ClC=1C=C(C=CC1C(F)(F)F)N(C(=O)NCC=1C=C2CN(C(C2=CC1)=O)C1C(NC(CC1)=O)=O)CC(C(=O)O)=C 2-((1-(3-chloro-4-(trifluoromethyl)phenyl)-3-((2-(2,6-dioxopiperidin-3-yl)-1-oxoisoindolin-5-yl)methyl)ureido)methyl)acrylic acid